FC1=C(C=CC=C1)C1=CN(C2=CC=C(C=C12)NC(C=C)=O)C1=CC=C(C=C1)C(F)(F)F N-(3-(2-fluorophenyl)-1-(4-(trifluoromethyl)phenyl)-1H-indol-5-yl)acrylamide